BrC1=C(C=C2C(=N1)N=C(N2C)C)N 5-bromo-1,2-dimethyl-1H-imidazo[4,5-b]pyridin-6-amine